CN(CCCNC(=O)N1C(\C(\C2=CC=CC=C12)=C\1/NC2=CC=CC=C2C1=O)=O)C (3Z)-N-[3-(dimethylamino)propyl]-2-oxo-3-(3-oxoindolin-2-ylidene)indoline-1-carboxamide